2-hydroxy-4-n-butoxy-4'-isopropoxybenzophenone OC1=C(C(=O)C2=CC=C(C=C2)OC(C)C)C=CC(=C1)OCCCC